C(C)(C)N1N=CC(=C1C1=NC=C(C(=N1)N(CC1=CC=C(C=C1)C=1N(C=C(N1)C(F)(F)F)C)C)OC)C 2-(1-Isopropyl-4-methyl-1H-pyrazol-5-yl)-5-methoxy-N-methyl-N-(4-(1-methyl-4-(trifluoromethyl)-1H-imidazol-2-yl)benzyl)pyrimidin-4-amine